FC(CN1C(=NC=2C1=NC(=CC2)C=2C=CN1N=C(N=CC12)N[C@H]1[C@H](CN(CC1)C)F)C)F 5-(3-(2,2-Difluoroethyl)-2-methyl-3H-imidazo[4,5-b]pyridin-5-yl)-N-((3s,4r)-3-fluoro-1-methylpiperidin-4-yl)pyrrolo[2,1-f][1,2,4]triazin-2-amine